C[C@@H]1O[C@@H](CN([C@@H]1CNC1=NC=CC(=C1)C(F)(F)F)C(=O)C1=NN(C(=C1C1=NC=C(C=N1)F)C)C)C ((2S,3R,6R)-2,6-Dimethyl-3-(((4-(trifluoromethyl)pyridin-2-yl)amino)methyl)morpholino)(4-(5-fluoropyrimidin-2-yl)-1,5-dimethyl-1H-pyrazol-3-yl)methanone